3-(5-methylpyridin-2-yl)-6-(pyridin-2-yl)-1,2,4,5-tetrazine CC=1C=CC(=NC1)C=1N=NC(=NN1)C1=NC=CC=C1